NC1CCC(CC1)CN1C[C@@H](OCC1)CCC1=CC2=C(N(C(N2C)=O)C2C(NC(CC2)=O)=O)C=C1 3-[5-[2-[(2S)-4-[(4-aminocyclohexyl)methyl]morpholin-2-yl]ethyl]-3-methyl-2-oxo-benzimidazol-1-yl]piperidine-2,6-dione